OC(/C=C/[C@H]([C@H](CO)N)O)CCCCCCCCCCCC 6-hydroxy-sphingosine